1-(4-amino-1-piperidyl)-2-methyl-propan-2-ol dihydrochloride Cl.Cl.NC1CCN(CC1)CC(C)(O)C